ClC1=C(C(=C(C=C1OC)OC)Cl)C1CCC=2C(=NN(C2C1)CC1=CC=C(C=C1)OC)NC1=C(C=CC=C1[N+](=O)[O-])C 6-(2,6-dichloro-3,5-dimethoxyphenyl)-1-(4-methoxybenzyl)-N-(2-methyl-6-nitrophenyl)-4,5,6,7-tetrahydro-1H-indazol-3-amine